C[SiH](C1=CC(=CC=C1)C)C1=CC(=CC=C1)C methylbis(3-methylphenyl)silane